6-Bromo-N-(1-methylpiperidin-4-yl)-2-(4-{4-[(5-methylpyridin-2-yl)methyl]piperazin-1-yl}phenyl)-3H-imidazo[4,5-b]pyridin-7-amine BrC=1C(=C2C(=NC1)NC(=N2)C2=CC=C(C=C2)N2CCN(CC2)CC2=NC=C(C=C2)C)NC2CCN(CC2)C